CN(C1=CC=C(C=C)C=C1)C N,N-dimethyl-4-aminostyrene